N[C@@H]1C[C@H](N(CC1)C(=O)OC(C)(C)C)C tert-butyl (2R,4S)-4-amino-2-methylpiperidine-1-carboxylate